5-(N-(but-3-en-1-yl)sulfamoyl)-3-methylbenzofuran-2-carboxylic acid C(CC=C)NS(=O)(=O)C=1C=CC2=C(C(=C(O2)C(=O)O)C)C1